10-butyl-5-[(3-carbamoylphenyl)methyl]-5H,6H,7H,8H,10H-cyclohepta[b]indole-4-carboxylic acid C(CCC)C1CCCCC=2N(C3=C(C=CC=C3C21)C(=O)O)CC2=CC(=CC=C2)C(N)=O